Cl.ClC=1C=C(C=C(C1OCCCCl)Cl)C(C)(C)C1=CC=C(C=C1)C1=NOC(=C1)CN (3-(4-(2-(3,5-dichloro-4-(3-chloropropoxy)phenyl)propan-2-yl)phenyl)isoxazol-5-yl)methylamine hydrochloride